ClC=1C=C(C=CC1F)NC1=NC=NC2=CC(=C(C=C12)NC(C=C)=O)OCCCN1CCN(CC1)C(CSC1=C2C(N(C(C2=CC=C1)=O)C1C(NC(CC1)=O)=O)=O)=O N-(4-((3-chloro-4-fluorophenyl)amino)-7-(3-(4-(2-((2-(2,6-dioxopiperidin-3-yl)-1,3-dioxoisoindolin-4-yl)thio)acetyl)piperazin-1-yl)propoxy)quinazolin-6-yl)acrylamide